2-(4-(methoxymethoxy)-6-methylbenzo[b]thiophen-5-yl)-4,4,5,5-tetramethyl-1,3,2-dioxaborolane COCOC1=C(C(=CC=2SC=CC21)C)B2OC(C(O2)(C)C)(C)C